[C@H]12CN(CC[C@@H]2NC1)C1=NC=CC(=N1)NC=1C=C2C=NNC2=CC1 N-(2-((1R,6S)-3,7-diazabicyclo[4.2.0]oct-3-yl)pyrimidin-4-yl)-1H-indazol-5-amine